C(CCC)[C@@H]1N([C@H](C2=CC=C(C=C2C1)OC)C1=CC=C(C=C1)C1=NC(=NO1)C)CC#C[Si](C)(C)C 1-((1S,3S)-3-butyl-6-methoxy-1-(4-(3-methyl-1,2,4-oxadiazol-5-yl)phenyl)-3,4-dihydroisoquinolin-2(1H)-yl)-3-(trimethylsilyl)prop-2-yn